FC1=C(N)C(=CC=C1)N1CCCCC1 2-fluoro-6-(piperidin-1-yl)aniline